tetrafluororhodium F[Rh](F)(F)F